OCCC1=CC=C(C=C1)N(C(C(C)OC1=CC=C2C(=CC(OC2=C1)=O)C1=CC=CC=C1)=O)C N-[4-(2-hydroxyethyl)phenyl]-N-methyl-2-(2-oxo-4-phenyl-chromen-7-yl)oxy-propanamide